dihydroxytriazinone OC1=C(C(NN=N1)=O)O